FC1=C(C=CC=C1C[C@@H]1N(C[C@@H]([C@@H]1NS(=O)(=O)CC)F)C(=O)C1OCC1)C1=C(C(=CC=C1)C)F N-[(2S,3R,4S)-2-[(2,2'-difluoro-3'-methyl-[1,1'-biphenyl]-3-yl)methyl]-4-fluoro-1-(oxetane-2-carbonyl)pyrrolidin-3-yl]ethanesulfonamide